[Cl-].[NH+]=1NC=C2C=CC=CC12 indazolium chloride